BrCC1=CC=C(C(=O)NN)C=C1 4-bromomethyl-benzoyl-hydrazine